3-Amino-3-({3-[(2-methylcyclohexyl)oxy]-3-oxopropyl}carbamoyl)propanoic acid NC(CC(=O)O)C(NCCC(=O)OC1C(CCCC1)C)=O